FC(C1=NN(C(=C1C1=CC=CC=C1)F)C1=CC=C(C=C1)C)F 3-difluoromethyl-5-fluoro-4-phenyl-1-(4-methylphenyl)-1H-pyrazole